FC=1C(=C(C=CC1)C=1CCCC2=C(C1C1=CC=C(C=C1)CC1CN(C1)CCCF)C=CC(=C2)C(=O)O)C 8-(3-fluoro-2-methylphenyl)-9-(4-((1-(3-fluoropropyl)azetidin-3-yl)methyl)phenyl)-6,7-dihydro-5H-benzo[7]annulene-3-carboxylic acid